CC1=CC=C(C=C1)S(=O)(=O)O.CC(C)=NO acetone oxime p-toluenesulphonate